FC=1C(=C(C=CC1F)[C@H]1[C@@H](O[C@]([C@H]1C)(C(F)(F)F)C)C(=O)NC1=CC(=NC=C1)C(=O)N)OC |r| rac-(2R,3S,4S,5R)-4-[[3-(3,4-difluoro-2-methoxy-phenyl)-4,5-dimethyl-5-(trifluoromethyl)tetrahydrofuran-2-carbonyl]amino]pyridine-2-carboxamide